C(C)(C)(C)NC(CN(C)C=1C2=C(N=C(N1)C1=CC3=C(C=N1)OCO3)CCC2)=O N-tert-butyl-2-[(2-{2H-[1,3]dioxolo[4,5-c]pyridin-6-yl}-5H,6H,7H-cyclopenta[d]pyrimidin-4-yl)(methyl)amino]acetamide